N-(3,4-difluoro-2-methylphenyl)acetamide tert-Butyl-(R)-3-(4-(1-(3-((tert-butoxycarbonyl)amino)propyl)-5-formyl-1H-pyrazol-3-yl)phenoxy)-2-((tert-butyldimethylsilyl)oxy)propanoate C(C)(C)(C)OC([C@@H](COC1=CC=C(C=C1)C1=NN(C(=C1)C=O)CCCNC(=O)OC(C)(C)C)O[Si](C)(C)C(C)(C)C)=O.FC=1C(=C(C=CC1F)NC(C)=O)C